silver-gold-copper [Cu].[Au].[Ag]